C(=O)(O)C1=C2C=CC(C(=C3C=CC(=C(C=4C=CC(=C(C5=CC=C1N5)C(=O)O)N4)C(=O)O)N3)C(=O)O)=N2 tetra-carboxyporphine